C[C@H]1N([C@H]([C@]2(C1)NC(COC2)=O)CO[C@@H]2CC[C@@H](CC2)C2=CC=CC=C2)C2=NN=NN2C (1R,3R,5S)-3-methyl-2-(1-methyl-1H-1,2,3,4-tetrazol-5-yl)-1-({[(cis)-4-phenylcyclohexyl]oxy}methyl)-9-oxa-2,6-diazaspiro[4.5]decan-7-one